CN1N=CC(=C1[N+](=O)[O-])C(C)N(S(=O)(=O)C)C=1C=NC2=CC(=NC(=C2C1)OC1CCC(CC1)NC1=NC=C(C=N1)OC1CN(CC1)C)N1CCOCC1 N-[1-(1-methyl-5-nitro-pyrazol-4-yl)ethyl]-N-[5-[4-[[5-(1-methylpyrrolidin-3-yl)oxypyrimidin-2-yl]amino]cyclohexoxy]-7-morpholino-1,6-naphthyridin-3-yl]methanesulfonamide